(1s,5r)-6,6-dimethyl-4-((E)-2-(pyridin-2-yl)vinyl)bicyclo[3.1.1]hept-3-en-2-one CC1([C@@H]2C(=CC([C@H]1C2)=O)\C=C\C2=NC=CC=C2)C